C(C)[C@H]1CNC=2C=CC=C3C2N1C(=C3)C3=NC1=C(N3C)C(=CC(=C1)C=O)F (2-((S)-3-ethyl-2,3-dihydro-1H-pyrrolo[1,2,3-de]quinoxalin-5-yl)-7-fluoro-1-methyl-1H-benzo[d]imidazol-5-yl)methanone